2,3,9-trimethyl-4H,6H-thieno[2,3-e][1,2,4]triazolo[3,4-c][1,4]oxazepine CC1=C(C2=C(N3C(COC2)=NN=C3C)S1)C